C(CO)(=O)[O-] glycolate